6-(2-chloro-6-fluorophenyl)-2-((1-(1-(2-Hydroxyethyl)piperidin-4-yl)-1H-indol-5-yl)amino)-8-(3-methoxyprop-1-yn-1-yl)pyrido[4,3-d]pyrimidine-5(6H)-one ClC1=C(C(=CC=C1)F)N1C(C2=C(N=C(N=C2)NC=2C=C3C=CN(C3=CC2)C2CCN(CC2)CCO)C(=C1)C#CCOC)=O